[C@]12(C=CC[C@H](CC1)N2C)C(=O)O (S)-tropenic acid